ClC1=CC=C(C=C1)C(C(N1CCC2=CC=C(C=C12)OC(F)(F)F)=O)NC=1C=C(OCCCCC(=O)OC)C=C(C1)OC methyl 5-(3-((1-(4-chlorophenyl)-2-oxo-2-(6-(trifluoromethoxy)indolin-1-yl)ethyl)amino)-5-methoxyphenoxy)pentanoate